N-((3aR,4R,7S,7aR)-4-(13-amino-2,5,8,11-tetraoxatridecyl)-2,2-dimethyltetrahydro-4H-[1,3]dioxolo[4,5-c]pyran-7-yl)-3-(pyridin-4-yl)-1,2,4-thiadiazol-5-amine NCCOCCOCCOCCOC[C@H]1OC[C@@H]([C@@H]2[C@H]1OC(O2)(C)C)NC2=NC(=NS2)C2=CC=NC=C2